(S)-1-(4-(4-isopropyl-5-(8-methyl-[1,2,4]triazolo[1,5-a]pyridin-6-yl)-1H-pyrazol-3-yl)phenyl)-N,N-dimethylethan-1-amine C(C)(C)C=1C(=NNC1C=1C=C(C=2N(C1)N=CN2)C)C2=CC=C(C=C2)[C@H](C)N(C)C